C(#N)C1=C(C=CC(=N1)N1CN(CC1)C(=O)OC(C)(C)C)[N+](=O)[O-] tert-Butyl 3-(6-cyano-5-nitropyridin-2-yl)imidazolidine-1-carboxylate